ClC=1C=CC2=C([C@@H](C[C@@H](O2)C(=O)NC23C[C@@H](C(CC2)(CC3)NC(=O)C3=CN=C(O3)CC)O)O)C1 N-[(2S)-4-{[(2R,4R)-6-chloro-4-hydroxy-3,4-dihydro-2H-1-benzopyran-2-carbonyl]amino}-2-hydroxybicyclo[2.2.2]oct-1-yl]-2-ethyl-1,3-oxazole-5-carboxamide